CC1=C(C=CC(=N1)N[C@@H]1CN(CC12CC2)C(=O)OC(C)(C)C)C2=NN(C=N2)C (S)-tert-butyl 7-((6-methyl-5-(1-methyl-1H-1,2,4-triazol-3-yl)pyridin-2-yl)amino)-5-azaspiro[2.4]heptane-5-carboxylate